4-(1,1-dimethylprop-2-ynylamino)-2-(2,6-dioxo-3-piperidyl)isoindoline-1,3-dione CC(C#C)(C)NC1=C2C(N(C(C2=CC=C1)=O)C1C(NC(CC1)=O)=O)=O